OCC1CCC2(NC3=C(NC2=O)C=NC2=C3C=CN2)CO1 trans-6-(hydroxymethyl)-4',5,6,7'-tetrahydro-2H,4H-spiro[pyran-3,2'-pyrrolo[3',2':5,6]Pyrido[3,4-b]pyrazine]-3'(1'H)-one